C(CC(=O)OC(C1CC=CC=C1)OC)(=O)OCCCCCC hexyl dihydromethoxybenzyl malonate